C1OC2=CC=C(C=C2O1)NCCO 4-methylenedioxy-1-(beta-hydroxyethyl)aminobenzene